(3S,5S,8R,9S,10S,13R,14S,15S,17R)-3-ethyl-17-((R)-6-hydroxy-6-methylheptan-2-yl)-10,13,15-trimethylhexadecahydro-1H-cyclopenta[a]phenanthren-3-ol C(C)[C@@]1(CC[C@@]2([C@H]3CC[C@@]4([C@H](C[C@@H]([C@H]4[C@@H]3CC[C@H]2C1)C)[C@H](C)CCCC(C)(C)O)C)C)O